cytidine monophosphate trihydrate O.O.O.P(=O)(O)(O)OC[C@@H]1[C@H]([C@H]([C@@H](O1)N1C(=O)N=C(N)C=C1)O)O